6-fluoro-[1,1'-biphenyl]-3-amine FC1=CC=C(C=C1C1=CC=CC=C1)N